1-(5-((1r,3r,5r,7r)-adamantan-2-yl)pentyl)-3-((5-(4-chlorophenyl)-1-(2,4-dichlorophenyl)-4-methyl-1H-pyrazol-3-yl)methyl)urea C12C(C3CC(CC(C1)C3)C2)CCCCCNC(=O)NCC2=NN(C(=C2C)C2=CC=C(C=C2)Cl)C2=C(C=C(C=C2)Cl)Cl